C1=C(C=CC2=CC=CC=C12)C(C(=O)O)=C 2-(2-NAPHTHALENYL)-2-propenoic acid